COC=1C(=NC=C(C(=O)N[C@@H](C)C2=CC=C(C=C2)NC(OCC2=CC=C(C=C2)Cl)=O)C1)C 4-chlorobenzyl (S)-(4-(1-(5-methoxy-6-methylnicotinamido)eth-yl)phenyl)carbamate